1-(3-((2-amino-4-(butylamino)-6-methylpyrimidin-5-yl)methyl)-4-methoxyphenyl)cyclopropane-1-carbonitrile NC1=NC(=C(C(=N1)NCCCC)CC=1C=C(C=CC1OC)C1(CC1)C#N)C